(phenyl)(S)-2-amino-3-(4-phenoxyphenyl)propionic acid C1(=CC=CC=C1)[C@](C(=O)O)(CC1=CC=C(C=C1)OC1=CC=CC=C1)N